6-(piperazin-1-yl)pyridin-3-yl-6-propoxypyrazolo[1,5-a]pyridine-3-carbonitrile N1(CCNCC1)C1=CC=C(C=N1)C1=NN2C(C=CC(=C2)OCCC)=C1C#N